4-(2,4-dichlorophenylsulfonyl)thiomorpholine ClC1=C(C=CC(=C1)Cl)S(=O)(=O)N1CCSCC1